1,3-dihydroxy-6,7,8-trimethoxy-2-methylanthraquinone OC1=C(C(=CC=2C(C3=CC(=C(C(=C3C(C12)=O)OC)OC)OC)=O)O)C